7-(3-acetylazetidin-1-yl)-6-fluoro-4-oxo-1-(1,3-thiazol-2-yl)-1,4-dihydro-1,8-naphthyridine-3-carboxylic acid C(C)(=O)C1CN(C1)C1=C(C=C2C(C(=CN(C2=N1)C=1SC=CN1)C(=O)O)=O)F